BrC=1C=C(SC1)CC1(C2=NCN([C@H]3[C@H](O)[C@H](O)[C@@H](CO)O3)C2=NC=N1)N 6-[(4-bromothiophen-2-yl)methyl]adenosine